1-(3-(((4,4-bis(octyloxy)butanoyl)oxy)methyl)-5-(((4-(((2-(pyrrolidin-1-yl)ethyl)carbamoyl)oxy)decanoyl)oxy)methyl)benzyl) 9-decyl nonanedioate C(CCCCCCCC(=O)OCCCCCCCCCC)(=O)OCC1=CC(=CC(=C1)COC(CCC(CCCCCC)OC(NCCN1CCCC1)=O)=O)COC(CCC(OCCCCCCCC)OCCCCCCCC)=O